N[C@@H](C(=O)O)CNC(C1=CC(=CC(=C1)F)C(C)OCC)=O (+)-(2R)-2-amino-3-(3-(1-ethoxyethyl)-5-fluorobenzamido)propanoic acid